(S)-N-((2-(6-(3,3-difluoro-4-hydroxypiperidin-1-yl)pyridin-2-yl)-1,6-naphthyridin-7-yl)methyl)-3-((difluoromethyl)sulfonyl)benzamide FC1(CN(CC[C@@H]1O)C1=CC=CC(=N1)C1=NC2=CC(=NC=C2C=C1)CNC(C1=CC(=CC=C1)S(=O)(=O)C(F)F)=O)F